1-(3-cyanophenyl)-5-(furan-2-yl)-1H-pyrazole-3-carboxylic acid tert-butyl ester C(C)(C)(C)OC(=O)C1=NN(C(=C1)C=1OC=CC1)C1=CC(=CC=C1)C#N